3-[4-(2-acetoxyethoxy)phenyl]-5,7-di-tert-butyl-benzofuran-2-one C(C)(=O)OCCOC1=CC=C(C=C1)C1C(OC2=C1C=C(C=C2C(C)(C)C)C(C)(C)C)=O